(E)-2,4-difluoro-N-(2-methyl-5-(4-(4-(4-oxopent-2-enoyl)piperazin-1-yl)quinazolin-6-yl)pyridin-3-yl)benzene-sulfonamide FC1=C(C=CC(=C1)F)S(=O)(=O)NC=1C(=NC=C(C1)C=1C=C2C(=NC=NC2=CC1)N1CCN(CC1)C(\C=C\C(C)=O)=O)C